C(C)(C)(C)C1=C(C(=C(C=C1Cl)C=1NC=2C=CN=C(C2C(C1)=O)C(=O)N)C)F 2-(4-(tert-butyl)-5-chloro-3-fluoro-2-methylphenyl)-4-oxo-1,4-dihydro-1,6-naphthyridine-5-carboxamide